Tert-butyl (3-(3-((4-chlorophenoxy)methyl)-1,2,4-oxadiazol-5-yl)bicyclo[1.1.1]pentan-1-yl)carbamate ClC1=CC=C(OCC2=NOC(=N2)C23CC(C2)(C3)NC(OC(C)(C)C)=O)C=C1